C(C)(C)(C)OC(=O)N1C[C@H](CC1)NC1=C(C=CC(=N1)C(=O)OC)[N+](=O)[O-] Methyl (S)-6-((1-(tert-butoxycarbonyl)pyrrolidin-3-yl)amino)-5-nitropicolinate